4-oxo-2-phenyl-4H-chromen-7,8-diylbis(2,2-dimethylpropionate) O=C1C=C(OC2=C(C(=CC=C12)CC(C(=O)[O-])(C)C)CC(C(=O)[O-])(C)C)C1=CC=CC=C1